(2S,4R)-N-((R)-1-(4-carbamimidoylthiophen-2-yl)ethyl)-4-(difluoromethoxy)-1-((4-(4-isopropylphenoxy)benzoyl)glycyl)pyrrolidine-2-carboxamide C(N)(=N)C=1C=C(SC1)[C@@H](C)NC(=O)[C@H]1N(C[C@@H](C1)OC(F)F)C(CNC(C1=CC=C(C=C1)OC1=CC=C(C=C1)C(C)C)=O)=O